Dimethylsilyl(N-tert-butylamino)(tetramethylcyclopentadienyl)dimethyltitanium C[SiH](C)C[Ti](C)(C1(C(=C(C(=C1)C)C)C)C)NC(C)(C)C